2-(4-ethynyl-2-(methoxymethoxy)phenyl)-4,4,5,5-tetramethyl-1,3,2-dioxaborolane C(#C)C1=CC(=C(C=C1)B1OC(C(O1)(C)C)(C)C)OCOC